6-(5-Methylthiazol-2-yl)-N-((1R)-1-(2-(trifluoromethyl)pyrimidin-5-yl)ethyl)cinnolin-4-amin CC1=CN=C(S1)C=1C=C2C(=CN=NC2=CC1)N[C@H](C)C=1C=NC(=NC1)C(F)(F)F